N-{(6S,7aS)-2-[4-(2,6-difluorophenyl)-1,2-benzoxazol-3-yl]-3-oxohexahydro-1H-pyrrolo[1,2-c]imidazol-6-yl}-1-fluoromethanesulfonamide FC1=C(C(=CC=C1)F)C1=CC=CC2=C1C(=NO2)N2C(N1[C@H](C2)C[C@@H](C1)NS(=O)(=O)CF)=O